2-(((1r,4r)-4-((3-(3,5-difluorophenyl)-3-phenyl-ureido)methyl)cyclohexyl)methoxy)acetic acid FC=1C=C(C=C(C1)F)N(C(NCC1CCC(CC1)COCC(=O)O)=O)C1=CC=CC=C1